iron-chromium-aluminum-yttrium [Y].[Al].[Cr].[Fe]